4-(5-chloro-2-((1S,6S)-6-(methylamino)cyclohex-3-en-1-yl)-7-((thiophen-2-ylmethyl)amino)thieno[3,2-b]pyridin-3-yl)but-3-yn-1-ol ClC1=CC(=C2C(=N1)C(=C(S2)[C@H]2CC=CC[C@@H]2NC)C#CCCO)NCC=2SC=CC2